C1(=C(C(=C(C2=C(C(=C(C(=C12)[2H])[2H])[2H])[2H])[2H])[2H])[2H])C1=C2C(=C(C(=C(C2=C(C2=C(C(=C(C(=C12)[2H])[2H])[2H])[2H])C1=C(C(=C(C(=C1[2H])[2H])C1=CC=CC2=C1OC1=C2C=CC=C1)[2H])[2H])[2H])[2H])[2H])[2H] 4-(4-(10-(naphthalen-1-yl-d7)anthracene-9-yl-1,2,3,4,5,6,7,8-d8)phenyl-2,3,5,6-d4)dibenzo[b,d]furan